tert-Butyl-(S,E)-2-((3-(7-(dimethylamino)-2-((methoxycarbonyl)amino)-7-oxohept-5-enamido)-2-oxopyridin-1(2H)-yl)methyl)-5,7-difluoro-4-neopentyl-1H-benzo[d]imidazol-1-carboxylat C(C)(C)(C)OC(=O)N1C(=NC2=C1C(=CC(=C2CC(C)(C)C)F)F)CN2C(C(=CC=C2)NC([C@H](CC\C=C\C(=O)N(C)C)NC(=O)OC)=O)=O